C1(CC1)N1N=C(N=C1C1=CC=CC=C1)C=1C=C2CN(C(C2=CC1)=O)C1C(NC(CC1)=O)=O 3-(5-(1-cyclopropyl-5-phenyl-1H-1,2,4-triazol-3-yl)-1-oxoisoindolin-2-yl)piperidine-2,6-dione